ClC=1C(=NC(=NC1)NC1=C(C=C(C(=C1)C)C1CCC2(OCCO2)CC1)OC1CC1)NC=1C(=NN(C1)C)S(=O)(=O)C(C)C 5-chloro-N2-(2-cyclopropoxy-5-methyl-4-(1,4-dioxaspiro[4.5]dec-8-yl)phenyl)-N4-(3-(isopropylsulfonyl)-1-methyl-1H-pyrazol-4-yl)pyrimidin-2,4-diamine